FC(C=1C=C(N=NC1C1=C(C(=CC(=C1)F)F)F)NC1C[C@@H]2[C@@H](CN(C2)C(C)([2H])C2=NC=CC=C2)C1)F (3aR,5s,6aS)-N-(5-(difluoromethyl)-6-(2,3,5-trifluorophenyl)pyridazin-3-yl)-2-(1-(pyridin-2-yl)ethyl-1-d)octahydrocyclopenta[c]pyrrol-5-amine